(R)-6-bromo-5-methyl-N-(1-methylpiperidin-3-yl)-1,2,4-triazin-3-amine BrC1=C(N=C(N=N1)N[C@H]1CN(CCC1)C)C